N1C=NC(=C1)CNC1=CSC=C1C1=NC(=CN=C1)OC N-((1H-imidazol-4-yl)methyl)-4-(6-methoxypyrazin-2-yl)thiophen-3-amine